CN1N=C2C(CN(C=3C(=NC=CC23)NC2=CC(=NC=C2C(CC([2H])([2H])[2H])=O)NC(=O)C2CC2)C)=N1 N-(4-((2,5-dimethyl-4,5-dihydro-2H-[1,2,3]triazolo[4,5-c][1,7]naphthyridin-6-yl)amino)-5-(propanoyl-3,3,3-d3)pyridin-2-yl)cyclopropanecarboxamide